OC1C(CN(CC1)C1=CC=CC(=N1)C1=NC2=CC(=NC=C2C=C1)CNC(C1=CN=CC(=C1)S(=O)(=O)C)=O)CN1CCCC1 (Racemic)-N-((2-(6-(4-hydroxy-3-(pyrrolidin-1-ylmethyl)piperidin-1-yl)pyridin-2-yl)-1,6-naphthyridin-7-yl)methyl)-5-(methylsulfonyl)nicotinamide